CC1=CC(=CN=N1)C1=C(C=C(C=C1F)F)F 6-methyl-4-(2,4,6-trifluorophenyl)pyridazine